lithium 4-phenyl-2-(2-pyridyl)phenol C1(=CC=CC=C1)C1=CC(=C(C=C1)O)C1=NC=CC=C1.[Li]